isopropyl 2-amino-4-isopropoxypyrimidine-5-carboxylate NC1=NC=C(C(=N1)OC(C)C)C(=O)OC(C)C